IC1=CC(=C(OC2=CC3=C(N(C=N3)C)C=C2)C=C1)C 5-(4-iodo-2-methylphenoxy)-1-methyl-1H-benzimidazole